C1=C(C=CC(=C1)CN=C=O)CN=C=O 2,5-xylylene diisocyanate